C(C)(C)(C)OC(=O)N[C@@H](C)C(=O)O[C@@H]1C(NCC1)=O (S)-2-oxopyrrolidin-3-yl (tert-butoxycarbonyl)alaninate